6-(6-ethynyl-5-fluoro-4-methoxypyridin-3-yl)-7-methyl-5-(5-((4-methylpyrimidin-2-yl)oxy)pyridin-2-yl)-7H-pyrrolo[2,3-d]pyrimidin-4-amine C(#C)C1=C(C(=C(C=N1)C1=C(C2=C(N=CN=C2N)N1C)C1=NC=C(C=C1)OC1=NC=CC(=N1)C)OC)F